(Z)-N-(1-(1H-indol-3-yl)-4-hexene-2-yl)-6-(4-methylpiperazin-1-yl)benzo[b]thiophene-2-carboxamide N1C=C(C2=CC=CC=C12)CC(C\C=C/C)NC(=O)C1=CC2=C(S1)C=C(C=C2)N2CCN(CC2)C